CC[C@H](/C=C/C=C\\C[C@H](/C=C/C=C/C=C\\[C@H](CCCC(=O)[O-])O)O)O The molecule is an icosanoid anion resulting from the removal of a proton from the carboxy group of resolvin E1; major species at pH 7.3. It has a role as a human xenobiotic metabolite and an anti-inflammatory agent. It is an icosanoid anion, a hydroxy fatty acid anion, a long-chain fatty acid anion and a polyunsaturated fatty acid anion. It is a conjugate base of a resolvin E1.